7-methyl-3-phenylbenzo[e][1,4,3]oxathiazin-1,1-dioxide CC=1C=CC2=C(S(N=C(O2)C2=CC=CC=C2)(=O)=O)C1